CC1CC=C(CC1)C(=C)C 5-Methyl-2-prop-1-en-2-ylcyclohex-2-en